CC=1C(=NC(=NC1)C1=CN=CN1C)C(=O)NC=1C=NC(=CC1)C(F)(F)F 5-methyl-2-(1-methyl-1H-imidazol-5-yl)-N-(6-(trifluoromethyl)pyridin-3-yl)pyrimidine-4-carboxamide